(E)-2,6-dimethoxy-4-(2-(3-phenethyl-1,2,4-oxadiazol-5-yl)vinyl)phenol COC1=C(C(=CC(=C1)\C=C\C1=NC(=NO1)CCC1=CC=CC=C1)OC)O